(S)-10-fluoro-9-((4-((2-hydroxy-1-phenylethyl)amino)-5-(3-(quinuclidin-4-yl)-1,2,4-oxadiazol-5-yl)pyrimidin-2-yl)amino)-3,4-dihydro-1H,6H-[1,3,4]oxadiazino[3,4-a]indazol-6-one FC=1C(=CC=C2C(N3N(C12)COCC3)=O)NC3=NC=C(C(=N3)N[C@H](CO)C3=CC=CC=C3)C3=NC(=NO3)C31CCN(CC3)CC1